3-(trifluoromethyl)-1H-pyrazole-5-carboxamide hydrochloride Cl.FC(C1=NNC(=C1)C(=O)N)(F)F